(S)-3-(7-chloro-3-isopropyl-2-oxo-5-phenyl-2,3-dihydro-1H-benzo[e][1,4]diazepin-1-yl)propionic acid ClC1=CC2=C(N(C([C@@H](N=C2C2=CC=CC=C2)C(C)C)=O)CCC(=O)O)C=C1